C(C)OC(C(C(=O)OCC)(CC1=CN=C(N1)C)NC(C)=O)=O.FC(C1=CC=C(C=C1)C=1N=C(SC1)N(/N=C/C1=C(C=C(C=C1)F)C(=O)O)C1CC1)(F)F (E)-4-(4-trifluoromethylphenyl)-2-[1-cyclopropyl-2-(2-carboxy-4-fluorobenzylidene)hydrazino]thiazole diethyl-2-acetamido-2-((2-methyl-1H-imidazol-5-yl)methyl)malonate